(1R)-8-[6-amino-5-(2,3-dichlorophenyl)imidazo[1,5-a]pyrazin-8-yl]-8-azaspiro[4.5]decan-1-amine NC=1N=C(C=2N(C1C1=C(C(=CC=C1)Cl)Cl)C=NC2)N2CCC1(CCC[C@H]1N)CC2